(S)-N,N-dibenzyl-valinol C(C1=CC=CC=C1)N([C@@H](C(C)C)CO)CC1=CC=CC=C1